N-[4-[[2-(5-chloro-2-methoxy-phenyl)acetyl]amino]-2-pyridinyl]-2,2-dimethyl-propionamide ClC=1C=CC(=C(C1)CC(=O)NC1=CC(=NC=C1)NC(C(C)(C)C)=O)OC